(R)-(1-(pyrimidin-4-yl)piperazin-2-yl)methanol N1=CN=C(C=C1)N1[C@H](CNCC1)CO